(4-(2-(methylamino)-2-oxoethyl)-1-phenyl-1H-imidazol-2-yl)-3-(1H-pyrazol-4-yl)benzamide CNC(CC=1N=C(N(C1)C1=CC=CC=C1)C1=C(C(=O)N)C=CC=C1C=1C=NNC1)=O